2-[[4-[5-(trifluoromethyl)-1,2,4-oxadiazol-3-yl]phenyl]methyl]oxazin-3-one tert-butyl-(S)-3-amino-5-(3,3-difluoropiperidin-1-yl)pentanoate C(C)(C)(C)OC(C[C@H](CCN1CC(CCC1)(F)F)N)=O.FC(C1=NC(=NO1)C1=CC=C(C=C1)CN1OC=CCC1=O)(F)F